C1(CC1)CN(C1CCC(CC1)NC(OC(C)(C)C)=O)C1=C2CN(C(C2=CC=C1)=O)C1C(NC(CC1)=O)=O tert-butyl ((1r,4r)-4-((cyclopropylmethyl)(2-(2,6-dioxopiperidin-3-yl)-1-oxoisoindolin-4-yl)amino)cyclohexyl)carbamate